O1CCN(CC1)C1=CC=C(C=C1)N1CCOCC1 1,4-dimorpholinobenzene